4-[(3S)-3-amino-3-methylpyrrolidin-1-yl]-N-[(1S)-1-cyclopropylethyl]-2-methyl-2'-(trifluoromethyl)-[3,4'-bipyridine]-5-carboxamide N[C@@]1(CN(CC1)C1=C(C(=NC=C1C(=O)N[C@@H](C)C1CC1)C)C1=CC(=NC=C1)C(F)(F)F)C